2-(2-(4-ethyl-3-(4-morpholinopiperidin-1-yl)phenyl)propan-2-yl)-6-iodo-1H-indole-3-carboxylate C(C)C1=C(C=C(C=C1)C(C)(C)C=1NC2=CC(=CC=C2C1C(=O)[O-])I)N1CCC(CC1)N1CCOCC1